2-((3-fluoro-4-(4,4,5,5-tetramethyl-1,3,2-dioxaborolan-2-yl)phenyl)amino)-1-(3-fluorophenyl)-2-oxoethyl acetate C(C)(=O)OC(C(=O)NC1=CC(=C(C=C1)B1OC(C(O1)(C)C)(C)C)F)C1=CC(=CC=C1)F